C(C#C)NC(CC1(OCCO1)CCC1CCOCC1)=O N-prop-2-ynyl-2-[2-(2-tetrahydropyran-4-ylethyl)-1,3-dioxolan-2-yl]acetamide